di(2-(methacryloyloxy) ethyl) phosphate lithium [Li+].P(=O)(OCCOC(C(=C)C)=O)(OCCOC(C(=C)C)=O)[O-]